3-(7-methoxy-1-methyl-benzotriazol-5-yl)propanoate COC1=CC(=CC2=C1N(N=N2)C)CCC(=O)[O-]